[C@]1([C@H](O)[C@H](O)[C@@H](CO)O1)(N1C(=O)NC(=O)C=C1)C(=O)N uridinamide